(R)-3-hydroxypyrrolidine-1-carboxylic acid, Tert-butyl ester O[C@H]1CN(CC1)C(=O)OC(C)(C)C